acryloyl-p-aminobenzoic acid C=CC(=O)C1=C(C=CC(=C1)N)C(=O)O